C(C)S(=O)(=O)C1=CC=C(C=C1)[C@H](CC(=O)NC)NC(C1=CC=CC=C1)=O N-((S)-1-(4-(ethylsulfonyl)phenyl)-3-(methylamino)-3-oxopropyl)benzamide